BrC1=C(C(=O)C2=CC=C(OC=CC(=O)NC=3C=NC=CC3)C=C2)C=C(C=C1)Cl 3-(4-(2-bromo-5-chlorobenzoyl)phenoxy)-N-(pyridin-3-yl)acrylamide